CC=1C(=C(C=CC1)[Li])C dimethylphenyl-lithium